1-benzyl-4-(6-chloropyridin-3-yl)piperidine-4-carboxylic acid ethyl ester C(C)OC(=O)C1(CCN(CC1)CC1=CC=CC=C1)C=1C=NC(=CC1)Cl